4-[7-[2-(1-cyclopropylpyrazol-4-yl)tetrahydropyran-4-yl]-4-oxo-2-(trifluoromethyl)pyrido[1,2-a]pyrimidin-9-yl]-3-fluoro-benzonitrile C1(CC1)N1N=CC(=C1)C1OCCC(C1)C=1C=C(C=2N(C(C=C(N2)C(F)(F)F)=O)C1)C1=C(C=C(C#N)C=C1)F